4-Chloromethyl-3,5-dimethylisoxazole ClCC=1C(=NOC1C)C